O[C@H]1CN(CC[C@@H]1O)C1=CC=C(C=N1)C=1C=C(C=2N(C1)N=CC2C#N)O[C@H](C)C2=NC=C(C=C2)F 6-(6-((3S,4S)-3,4-dihydroxypiperidin-1-yl)pyridin-3-yl)-4-((R)-1-(5-fluoropyridin-2-yl)ethoxy)pyrazolo[1,5-a]pyridine-3-carbonitrile